N-((5-(trifluoromethyl)pyridin-2-yl)methyl)bicyclo[1.1.1]pentan-1-amine FC(C=1C=CC(=NC1)CNC12CC(C1)C2)(F)F